N1(CCC1)[C@H](C)C1=C(C(=CC=C1)F)CN (R)-(2-(1-(azetidin-1-yl)ethyl)-6-fluorophenyl)methylamine